CP(=O)(C)C1=CC=C(C=N1)C1=C(N(C=2C=C3C=NNC3=CC21)C2=CC=C(C=C2)F)C2CCOCC2 7-(6-dimethylphosphoryl-3-pyridyl)-5-(4-fluorophenyl)-6-tetrahydropyran-4-yl-1H-pyrrolo[2,3-f]indazole